C(C)OP(=O)(OCC)C(C(=O)OCC)CC[N+](=O)[O-] ethyl 2-(diethoxyphosphoryl)-4-nitrobutanoate